(S)-3-propyl-3,4-dihydroquinoxalin-2(1H)-one C(CC)[C@H]1C(NC2=CC=CC=C2N1)=O